N,N-dimethyl-N'-phenylbutanediamide CN(C(CCC(=O)NC1=CC=CC=C1)=O)C